ClC1=CC=C(C(=O)NC=2C=NC=CC2O)C=C1 4-Chloro-N-(4-hydroxypyridin-3-yl)benzamide